The molecule is an alkaloid ester, a methyl ester, an aldehyde and an organic heterotetracyclic compound. It derives from a sarpagine. C/C=C\\1/CN2[C@H]3C[C@H]1[C@@]([C@@H]2CC4=C3NC5=CC=CC=C45)(C=O)C(=O)OC